3-(2,6-dimethoxyphenyl)-6-hydroxy-5-{[4-(5-methyl-2-oxo-1,2-dihydropyridin-1-yl)phenyl]methyl}-2-(3-methylbutyl)-3,4-dihydropyrimidin-4-one COC1=C(C(=CC=C1)OC)N1C(=NC(=C(C1=O)CC1=CC=C(C=C1)N1C(C=CC(=C1)C)=O)O)CCC(C)C